1,3-bis[(3,4-dicarboxyl)benzoyl]benzene C(=O)(O)C=1C=C(C(=O)C2=CC(=CC=C2)C(C2=CC(=C(C=C2)C(=O)O)C(=O)O)=O)C=CC1C(=O)O